(Z)-3-(4-((E)-1-(1H-indazol-5-yl)-2-phenylbut-1-en-1-yl)phenyl)-2-chloroacrylic acid N1N=CC2=CC(=CC=C12)\C(=C(/CC)\C1=CC=CC=C1)\C1=CC=C(C=C1)\C=C(\C(=O)O)/Cl